methyltris(methacryloyloxy)silicon C[Si](OC(C(=C)C)=O)(OC(C(=C)C)=O)OC(C(=C)C)=O